7-[[5-(4-methyl-piperazin-1-yl)-2-pyridyl]amino]-4-(1H-pyrrolo[3,2-b]pyridin-7-yl)isoindolin-1-one CN1CCN(CC1)C=1C=CC(=NC1)NC=1C=CC(=C2CNC(C12)=O)C1=C2C(=NC=C1)C=CN2